tributyl-phosphonium bromide salt [Br-].C(CCC)[PH+](CCCC)CCCC